FC(C)(F)C1=CC(=NC(=N1)S(=O)(=O)C)C=1C=CC(N(C1)CC1=CC(=C(C=C1)OC)OC)=O 5-(6-(1,1-difluoroethyl)-2-(methylsulfonyl)pyrimidin-4-yl)-1-(3,4-dimethoxybenzyl)pyridin-2(1H)-one